benzyl 4-[4-(2-tert-butoxy-2-oxo-ethylidene)-1-piperidyl]indoline-1-carboxylate C(C)(C)(C)OC(C=C1CCN(CC1)C1=C2CCN(C2=CC=C1)C(=O)OCC1=CC=CC=C1)=O